(5R,8S)-N-(3-chloro-4-(trifluoromethyl)phenyl)-6,7,8,9-tetrahydro-5H-5,8-epiminocyclohepta[c]pyridine-10-carboxamide ClC=1C=C(C=CC1C(F)(F)F)NC(=O)N1[C@@H]2CC[C@H]1CC=1C=NC=CC12